Ruthenium terpyridyl N1=C(C=CC=C1)C1=NC=CC=C1C1=NC=CC=C1.[Ru]